C1(=CC=CC=C1)OC([O-])=O.[NH+]=1CCCN2C1CCCCC2 2,3,4,6,7,8,9,10-octahydropyrimido[1,2-a]azepin-1-ium phenyl-carbonate